ClC1=CC(=C(C=C1)C1=CN=C(N=N1)N1C[C@H](N[C@H](C1)C)C)OCOC 6-(4-chloro-2-(methoxymethyloxy)phenyl)-3-(cis-3,5-dimethylpiperazin-1-yl)-1,2,4-triazine